(1-isobutoxyethoxy)-1,4,5-trimethylcyclohex-1-ene C(C(C)C)OC(C)OC1=C(CC(C(C1)C)C)C